F[C@@H]1[C@@H](C1)C(=O)NC1=CC=C2C(=N1)N(C=C2C2=C(C=1N(C=C2)C=CN1)OC)COCC[Si](C)(C)C (1S,2S)-2-fluoro-N-(3-[8-methoxyimidazo[1,2-a]pyridin-7-yl]-1-[[2-(trimethylsilyl)ethoxy]methyl]pyrrolo[2,3-b]pyridin-6-yl)cyclopropane-1-carboxamide